benzoyl-3,3-difluoropyrrolidin-2-one C(C1=CC=CC=C1)(=O)N1C(C(CC1)(F)F)=O